C(#N)C1=C(C=C(C=C1)Cl)N(C(C(=C)C)=O)C N-(2-cyano-5-chlorophenyl)-N-methylmethacrylamide